N-Cbz-aminobutyl-glycine C(=O)(OCC1=CC=CC=C1)N(CC(=O)O)CCCCN